C1(=CC=CC=C1)C(=NCC=1SC=CC1)C1=CC=CC=C1 1,1-diphenyl-N-(thiophen-2-ylmethyl)methanimine